ClC1=C(OC2=NC(=NC(=C2CC)C2=C(C=CC=C2)C2CCC2)NS(=O)(=O)C=2C=NN(C2)C)C=CC=C1N1CCN(CC1)C N-[4-[2-chloro-3-(4-methylpiperazin-1-yl)phenoxy]-6-(2-cyclobutylphenyl)-5-ethyl-pyrimidin-2-yl]-1-methyl-pyrazole-4-sulfonamide